FCC(OC=1C=C2C(N(C(N(C2=CC1)C1CCN(CC1)C=O)=O)CC=1C=NC(=CC1)C=1SC=CC1)=O)CF 4-{6-[2-fluoro-1-(fluoromethyl)ethoxy]-2,4-dioxo-3-[(6-(thiophen-2-yl)pyridin-3-yl)methyl]-3,4-dihydroquinazolin-1(2H)-yl}piperidine-1-carbaldehyde